CN1C(C(=C(C=C1)[O-])NC(N[C@@H](CC(=O)[O-])C1=CC(=CC=C1)OC1=C(C=CC=C1)C)=O)=O.[Na+].[Na+] sodium (S)-3-(3-(1-methyl-4-oxido-2-oxo-1,2-dihydropyridin-3-yl)ureido)-3-(3-(o-tolyloxy) phenyl)propanoate